2-(1-ethoxyvinyl)-4-(1-((2-methoxyethyl)amino)ethyl)-6-methylphenol C(C)OC(=C)C1=C(C(=CC(=C1)C(C)NCCOC)C)O